C(C)OC(C[C@@H](CCl)O)=O (S)-4-chloro-3-hydroxy-butyric acid ethyl ester